4-(2-(4-bromobenzoyl)hydrazine-1-carbonyl)-N-(4-methoxybenzyl)N-(3,4,5-trimethoxyphenyl)benzamide BrC1=CC=C(C(=O)NNC(=O)C2=CC=C(C(=O)N(C3=CC(=C(C(=C3)OC)OC)OC)CC3=CC=C(C=C3)OC)C=C2)C=C1